3-(4-methoxyphenyl)vinyl-indole COC1=CC=C(C=C1)C=CC1=CNC2=CC=CC=C12